ClC1=NC(=C2N=C(N(C2=N1)C)C(=O)C=1N(C2=NC(=NC(=C2N1)N1CCOCC1)Cl)C)N1CCOCC1 Bis(2-chloro-9-methyl-6-morpholino-9H-purin-8-yl)methanone